FC1([C@@H]([C@H](CCC1)N(C1CCN(CC1)C(C)C)C)N)F (1S,2R)-3,3-difluoro-N1-methyl-N1-[1-(propan-2-yl)piperidin-4-yl]cyclohexane-1,2-diamine